O=C1C=C(N=C2N1N=CC=C2)C(=O)N 4-oxo-4H-pyrimido[1,2-b]pyridazine-2-carboxamide